rac-(1R,3S)-3-((6-(1-methyl-1H-pyrazol-4-yl)pyrazolo[1,5-a]pyrazin-4-yl)oxy)cyclohexan-1-amine hydrochloride Cl.CN1N=CC(=C1)C=1N=C(C=2N(C1)N=CC2)O[C@@H]2C[C@@H](CCC2)N |r|